(S)-4-(5-(5-fluoro-2-methoxypyridin-4-yl)-1H-pyrazole-3-carbonyl)-N-(1-((R)-tetrahydrofurane-3-yl)azetidin-3-yl)-4-azaspiro[2.5]Octane-7-carboxamide FC=1C(=CC(=NC1)OC)C1=CC(=NN1)C(=O)N1C2(CC2)C[C@H](CC1)C(=O)NC1CN(C1)[C@H]1COCC1